C(C)(C)(C)OC(N[C@@H](CO)CC1=CC=C(C=C1)OCCOCCOCCOC)=O tert-butyl-[(2R)-1-hydroxy-3-(4-{2-[2-(2-methoxyethoxy)ethoxy]ethoxy}phenyl)propan-2-yl]carbamate